BrC=1COC2=C(C(=CC=C2C1C)O)Br 3,8-DIBROMO-7-HYDROXY-4-METHYL-2H-CHROMEN